C(C1=CC=CC=C1)OC1=C(C(=CC(=C1)O)O)C(=O)N1CC2=CC(=C(C=C2C1)OC)OC (2-benzyloxy-4,6-dihydroxy-phenyl)-(5,6-dimethoxyisoindolin-2-yl)methanone